4-Benzoyl-5-oxo-hexanoic acid C(C1=CC=CC=C1)(=O)C(CCC(=O)O)C(C)=O